trans-5-[3a-methoxy-2-[3-[4-(trifluoromethoxy)phenyl]propanoyl]-3,4,6,6a-tetrahydro-1H-pyrrolo[3,4-c]pyrrole-5-carbonyl]-3-methyl-1H-benzimidazol-2-one CO[C@@]12[C@H](CN(C1)C(=O)C1=CC3=C(NC(N3C)=O)C=C1)CN(C2)C(CCC2=CC=C(C=C2)OC(F)(F)F)=O